BrCC(CC)CCCCCCCCCC 3-(bromomethyl)tridecane